FC(OC1CN(C1)C1=CC(=CC(=N1)N1CC2(C=3C=NC(=CC31)NC(C)=O)CC2)C)F N-(1'-(6-(3-(difluoromethoxy)azetidin-1-yl)-4-methylpyridin-2-yl)-1',2'-dihydrospiro[cyclopropane-1,3'-pyrrolo[3,2-c]pyridin]-6'-yl)acetamide